N1=CC(=CC2=CC=CC=C12)OCC1=CC=C(OC2=CNC=CC=C2)C=C1 3-(4-((quinolin-3-yloxy)methyl)phenoxy)azepine